C(C1=CC=CC=C1)OC(NC(CC(C)C)C(NN(C(CBr)=O)CCC(=O)N)=O)=O.NC1=CC=CC2=C1SC(=C2CC#N)I 2-(7-amino-2-iodobenzo[b]thiophen-3-yl)acetonitrile Benzyl-N-[1-[[(3-amino-3-oxo-propyl)-(2-bromoacetyl)amino]carbamoyl]-3-methyl-butyl]carbamate